CCCCCCCCCCCCC/C=C\C=C/C(=O)OC[C@H](COP(=O)([O-])OCC[N+](C)(C)C)OC(=O)/C=C\C=C/CCCCCCCCCCCCC 1,2-di-(2Z,4Z-octadecadienoyl)-sn-glycero-3-phosphocholine